CC(C[C@@H](C(=O)[C@@]1(OC1)C)NC(=O)[C@H](CC1=CC=CC=C1)NC([C@H](CC(C)C)NC([C@H](CCC1=CC=CC=C1)NC(CN1CCOCC1)=O)=O)=O)C (2S)-N-((S)-1-((S)-4-methyl-1-((R)-2-methyloxiran-2-yl)1-oxopentan-2-ylcarbamoyl)-2-phenylethyl)-2-((S)-2-(2-morpholinoacetamido)-4-phenylbutanamido)-4-methylpentanamide